FC=1C=C2C(CC3(NC2=CC1)CCN(CC3)C(=O)NCC3=C(C=C(C=C3)F)OCC(F)(F)F)=O 6'-fluoro-N-(4-fluoro-2-(2,2,2-trifluoroethoxy)benzyl)-4'-oxo-3',4'-dihydro-1'H-spiro[piperidine-4,2'-quinoline]-1-carboxamide